5-cyano-2-methoxypyridine-3-sulfonyl chloride C(#N)C=1C=C(C(=NC1)OC)S(=O)(=O)Cl